(R)-1-(4-((1-(3-(difluoromethyl)-2-fluorophenyl)ethyl)amino)-6-methoxy-2-methyl-quinazolin-7-yl)piperidin-4-one FC(C=1C(=C(C=CC1)[C@@H](C)NC1=NC(=NC2=CC(=C(C=C12)OC)N1CCC(CC1)=O)C)F)F